ClC1=C(C(=CC(=C1)Cl)F)NC=1N(C2=NC(=NC=C2N1)N[C@H]1C[C@H](C(CC1)(C)C)O)C1CCC(CC1)C(=O)N (1S,4s)-4-(8-(2,4-dichloro-6-fluorophenylamino)-2-((1R,3R)-3-hydroxy-4,4-dimethylcyclohexylamino)-9H-purin-9-yl)cyclohexanecarboxamide